FC=1C=C2C(C(=C(N(C2=C(C1)\C(\C)=N/OC)C)CO)I)=O (Z)-6-fluoro-2-(hydroxymethyl)-3-iodo-8-(1-(methoxyimino)ethyl)-1-methylquinolin-4(1H)-one